C(CCCCCCCCCCCCCCC)C(C(=O)O)=C.[Na] sodium hexadecyl-acrylic acid